tert-butyl (3S)-3-[(1R)-1-hydroxy-2-nitro-ethyl]-7-(methoxymethoxy)-3,4-dihydro-1H-isoquinoline-2-carboxylate O[C@H](C[N+](=O)[O-])[C@H]1N(CC2=CC(=CC=C2C1)OCOC)C(=O)OC(C)(C)C